BrC=1C=C(C=CC1N1CC(NCC1)(C)C)C=1C(=C(C(=O)N)C=CC1)NC1=C(C=CC(=C1)Cl)C (3-bromo-4-(3,3-dimethylpiperazin-1-yl)phenyl)-2-((5-chloro-2-methylphenyl)amino)benzamide